C(CCC)OC(=O)N1C2CN(CC1CC2)CC2=C(N=C1N2C=CC=N1)C1=CC=C(C=C1)Br.CS(=O)CCCN1N=CC=C1C(=O)N 2-(3-methylsulfinylpropyl)pyrazole-3-carboxamide butyl-3-{[2-(4-bromophenyl)imidazo[1,2-a]pyrimidin-3-yl]methyl}-3,8-diazabicyclo[3.2.1]octane-8-carboxylate